1,3,5-trimethyl-2,3,6-tris(3,5-di-tert-butyl-4-hydroxybenzyl)benzene CC=1C(C(C=C(C1CC1=CC(=C(C(=C1)C(C)(C)C)O)C(C)(C)C)C)(CC1=CC(=C(C(=C1)C(C)(C)C)O)C(C)(C)C)C)CC1=CC(=C(C(=C1)C(C)(C)C)O)C(C)(C)C